Din-octyl phthalate C(C=1C(C(=O)OCCCCCCCC)=CC=CC1)(=O)OCCCCCCCC